3-(1-cyclohexylimino)propyldiethoxyethylsilane C1(CCCCC1)N=CCC[SiH2]CC(OCC)OCC